glycinyl-Lysine NCC(=O)N[C@@H](CCCCN)C(=O)O